FC=1C(=CC=2C3=C(NC(C2C1)=O)COC[C@H]3N(C(=O)NC3=CC(=C(C=C3)F)C)C)F (S)-1-(8,9-Difluoro-6-oxo-1,4,5,6-tetrahydro-2H-pyrano[3,4-c]isoquinolin-1-yl)-3-(4-fluoro-3-methylphenyl)-1-methylurea